C(C)(C)(C)OC(=O)N1CC(NCC1)COC=1C(=NC(=C(C(=O)O)C1)N1CCCC1)Cl ((4-(tert-butoxycarbonyl)piperazin-2-yl)methoxy)-6-chloro-2-(pyrrolidin-1-yl)nicotinic acid